Cl.Cl.ClC=1N=C(C2=C(N1)C(=CS2)C)NCC=2SC=CC2 2-chloro-7-methyl-N-[(thiophen-2-yl)methyl]thieno[3,2-d]pyrimidin-4-amine dihydrochloride